(S)-8-fluoro-2-methoxy-5-(2-methylazetidin-1-yl)pyrido[3,4-b]pyrazin-7-yl 4-methylbenzenesulfonate CC1=CC=C(C=C1)S(=O)(=O)OC1=C(C=2C(=NC=C(N2)OC)C(=N1)N1[C@H](CC1)C)F